FC=1C=C(C=C(C1F)N1CCNCC1)C=1C=C2C(=NC1)NC=C2C=2C=C1C(=NC2)N=C(N1C(C)C)C 6-(5-(3,4-difluoro-5-(piperazin-1-yl)phenyl)-1H-pyrrolo[2,3-b]pyridin-3-yl)-1-isopropyl-2-methyl-1H-imidazo[4,5-b]pyridine